benzyl ((3aR,5r,6aS)-octahydrocyclopenta[c]pyrrol-5-yl)((tetrahydro-2H-pyran-4-yl)methyl)carbamate C1NC[C@H]2[C@@H]1CC(C2)N(C(OCC2=CC=CC=C2)=O)CC2CCOCC2